NC1=C(SC2=NC(=CC(=C21)C)C)C(=O)NC2CC=1C=CC(=NC1CC2)N2CC1(OCC(O1)C)C(C2)N 3-amino-N-(2-{9-amino-2-methyl-1,4-dioxa-7-azaspiro[4.4]nonan-7-yl}-5,6,7,8-tetrahydroquinolin-6-yl)-4,6-dimethylthieno[2,3-b]pyridine-2-carboxamide